4-((1-((λ1-oxidaneyl)methyl)cyclopropyl)methyl)morpholine [O]CC1(CC1)CN1CCOCC1